(2-methylquinoline-5-sulfonyl)-5-phenyl-oxolane-2-carboxamide CC1=NC=2C=CC=C(C2C=C1)S(=O)(=O)C1(OC(CC1)C1=CC=CC=C1)C(=O)N